OC(CC(=O)O)CC(CCC)C 3-hydroxy-5-methyloctanoic acid